2-bromo-4-chloro-3-(methylthio)pyridine BrC1=NC=CC(=C1SC)Cl